ClC=1C(=C2C=NNC2=C(C1F)N(C)C1CCC(CC1)N(C)C)C1=CC=2N(C=C1)N=C(C2)NC(=O)C2C(C2)F N-(5-(5-chloro-7-((4-(dimethylamino)cyclohexyl)(methyl)amino)-6-fluoro-1H-indazol-4-yl)pyrazolo[1,5-a]pyridin-2-yl)-2-fluorocyclopropane-1-carboxamide